ClC1=C(C=C(C=C1)C1=CNC=2N=C(N(C(C21)=O)CC(=O)N2C[C@H]([C@H](C2)F)F)[2H])C(F)(F)F 5-(4-Chloro-3-trifluoromethyl-phenyl)-3-[2-((3R,4S)-3,4-difluoro-pyrrolidin-1-yl)-2-oxo-ethyl]-3,7-dihydro-pyrrolo[2,3-d]pyrimidin-4-one-d